(1-Methyl-6-oxo-5-(5-oxa-8-azaspiro[2.6]nonan-8-yl)-1,6-dihydropyridazin-3-yl)boronic acid CN1N=C(C=C(C1=O)N1CCOCC2(CC2)C1)B(O)O